ClC1=C(C=CC(=C1)Cl)\C=1\CCCC2=C(/C1/C1=CC=C(C=C1)CC1CN(C1)CC=CC(=O)N(C)C)C=CC(=C2)C(=O)OC methyl (E)-8-(2,4-dichlorophenyl)-9-(4-((1-(4-(dimethylamino)-4-oxobut-2-en-1-yl)azetidin-3-yl)methyl)phenyl)-6,7-dihydro-5H-benzo[7]annulene-3-carboxylate